2-bromo-5,7-dimethyl-thieno[2,3-c]pyridine BrC1=CC=2C(=C(N=C(C2)C)C)S1